(2-(4-((4-((2-(dimethylphosphino) phenyl) amino)-5-methylpyrimidin-2-yl) amino)-2-methylphenyl)-2-azaspiro[3.3]Heptane-6-yl) carbamate C(N)(OC1CC2(CN(C2)C2=C(C=C(C=C2)NC2=NC=C(C(=N2)NC2=C(C=CC=C2)P(C)C)C)C)C1)=O